C1(=C(C=CC=C1)C1(C(=O)OCCCC1)C1=C(C=CC=C1)C)C α,α-ditolyl-ε-caprolactone